COC1=C(C=C(C=C1)N1N=C(C(C1=O)C(=O)O)C)C=1N(C=CN1)C.C(C=C)N1CC2(CN(C2)C(C)(C)C)C(C1)CC 6-allyl-2-(tert-butyl)8-ethyl-2,6-diazaspiro[3.4]octane 1-(4-methoxy-3-(1-methyl-1H-imidazol-2-yl)phenyl)-3-methyl-5-oxo-4,5-dihydro-1H-pyrazole-4-carboxylate